CN(C)\C=C(/C(=O)OCC)\C(C(=O)OCC)=O 1,4-diethyl (2Z)-2-[(dimethylamino) methylene]-3-oxobutanedioate